2-(4-chlorophenyl)-2-(1-(5,6,7,8-tetrahydro-[1,2,4]triazolo[1,5-a]pyrazine-7-carbonyl)piperidin-4-ylidene)acetonitrile ClC1=CC=C(C=C1)C(C#N)=C1CCN(CC1)C(=O)N1CC=2N(CC1)N=CN2